ClC1=CC=C(C=C1)NC(NCCC1=C(C=C(C=C1)Cl)Cl)=O 3-(4-Chlorophenyl)-1-[2-(2,4-dichlorophenyl)ethyl]urea